NC(C(=O)NCCN(C)C)(C)C 2-Amino-N-(2-dimethylaminoethyl)-2-methyl-propionamide